Tert-butyl 3-(benzo[d][1,3]dioxol-5-yl)-5-(3-bromophenyl)-1H-pyrazole-1-carboxylate O1COC2=C1C=CC(=C2)C2=NN(C(=C2)C2=CC(=CC=C2)Br)C(=O)OC(C)(C)C